(R)-2-(1-(1-(2-(5-cyclopropyl-4,7-difluoro-3,3-dimethyl-2-oxoindol-1-yl)acetamido)ethyl)cyclopropyl)acetic acid C1(CC1)C=1C(=C2C(C(N(C2=C(C1)F)CC(=O)N[C@H](C)C1(CC1)CC(=O)O)=O)(C)C)F